BrC1=CC=2N(C=C1C(N(C)C1=CC=C(C=C1)Cl)=O)C(=CN2)C2=CC=C(C=C2)NC(OC)=O methyl N-[4-[7-bromo-6-[(4-chlorophenyl)-methyl-carbamoyl]imidazo[1,2-a]pyridin-3-yl]phenyl]carbamate